O=C1C(=C(N=CN1)C1=CC=CC=C1)C#N 6-oxo-4-phenyl-1,6-dihydropyrimidine-5-carbonitrile